2-(3-acetamido-2,4-dihydroxyphenyl)-N-(2-(hydroxy-amino)-2-oxoethyl)acetamide C(C)(=O)NC=1C(=C(C=CC1O)CC(=O)NCC(=O)NO)O